2-cyclopropyl-4-(4,4,5,5-tetramethyl-1,3,2-dioxaborolan-2-yl)aniline C1(CC1)C1=C(N)C=CC(=C1)B1OC(C(O1)(C)C)(C)C